COC=1C=C(C=CC1OC)CCN1CCN(CC1)CCCC1=CC=CC=C1 1-[2-(3,4-dimethoxyphenyl)ethyl]-4-(3-phenylpropyl)piperazine